3-(bis(2,4,6-trimethylphenyl)-2-imidazolidinylidene)dichloro-(phenylmethylene)(triphenylphosphine) ruthenium [Ru].CC1=C(C(=CC(=C1)C)C)N1C(N(CC1)C1=C(C=C(C=C1C)C)C)=C1CC(=CC=C1)C=P(C1=C(C(=CC=C1)Cl)Cl)(C1=CC=CC=C1)C1=CC=CC=C1